COC1=CC=C(C(=O)NCCCNC(CCOCC(COCCC(NCCCNC(=O)C2=CC=C(C=C2)OC)=O)(NC(CCCCCCCCCCC(=O)O)=O)COCCC(NCCCNC(C2=CC=C(C=C2)OC)=O)=O)=O)C=C1 12,12-bis((3-((3-(4-methoxybenzamido)propyl)amino)-3-oxopropoxy)methyl)-1-(4-methoxyphenyl)-1,7,14-trioxo-10-oxa-2,6,13-triazapentacosan-25-oic acid